[I-].O1CCOC12CCC(CC2)[Zn+] (1,4-dioxaspiro[4.5]decan-8-yl)zinc iodide